N-(4-fluorophenyl)-6-(4-methoxy-3,3-dimethyl-but-1-ynyl)-1H-indazol-5-amine FC1=CC=C(C=C1)NC=1C=C2C=NNC2=CC1C#CC(COC)(C)C